2-diphenylphosphino-2'-methoxy-1,1'-binaphthyl C1(=CC=CC=C1)P(C1=C(C2=CC=CC=C2C=C1)C1=C(C=CC2=CC=CC=C12)OC)C1=CC=CC=C1